[Na].C(=CCCCCCCCCCC)C1C(=O)OC(C1)=O dodecenyl-succinic anhydride sodium